β-(7-methoxy-coumarin-4-yl)-D-alanine COC1=CC=C2C(=CC(OC2=C1)=O)C[C@@H](N)C(=O)O